4,6-dichloro-2-trifluoromethylpyrimidine ClC1=NC(=NC(=C1)Cl)C(F)(F)F